1,3-bis(2-oxiranylethyl)imidazolium bistrifluoromethanesulfonimide [N-](S(=O)(=O)C(F)(F)F)S(=O)(=O)C(F)(F)F.O1C(C1)CCN1C=[N+](C=C1)CCC1OC1